C(C)OC(=O)C=1C(N(C(N(C1)C(C)C)=O)C1=CC=C(C=C1)F)=O 3-(4-fluorophenyl)-1-isopropyl-2,4-dioxo-1,2,3,4-tetrahydropyrimidine-5-carboxylic acid ethyl ester